N-[5-(4-amino-3-fluorophenyl)-1H-indazol-3-yl]-1-methylpiperidine-4-carboxamide hydrochloride Cl.NC1=C(C=C(C=C1)C=1C=C2C(=NNC2=CC1)NC(=O)C1CCN(CC1)C)F